(1,5-dimethyl-3-phenyl-1H-pyrrol-2-yl)-oxo-acetyl chloride CN1C(=C(C=C1C)C1=CC=CC=C1)C(C(=O)Cl)=O